FC(OC1=NC2=CC(=CC(=C2N=C1)C=1OC2=C(C1)C=C(C=C2)OC)C)F 2-(difluoromethoxy)-5-(5-methoxybenzofuran-2-yl)-7-methylquinoxaline